1-(3,4-Difluoro-phenyl)-3-[3-(4-fluoro-2-methyl-2H-pyrazol-3-yl)-4-methoxy-phenyl]-urea FC=1C=C(C=CC1F)NC(=O)NC1=CC(=C(C=C1)OC)C=1N(N=CC1F)C